N1N=CN=C1[C@@H]1CN(CC1)C(=O)N1CC2(C1)CC(C2)CC2=NC=C(N=C2)N2CC(C2)C(F)(F)F [(3S)-3-(1H-1,2,4-Triazol-5-yl)pyrrolidin-1-yl]-[6-[[5-[3-(trifluoromethyl)azetidin-1-yl]pyrazin-2-yl]methyl]-2-azaspiro[3.3]heptan-2-yl]methanone